trifluoromethylthio-1',4'-dihydro-2,3'-bipyridine FC(SC=1C(=NC=CC1)C1=CNC=CC1)(F)F